3-(3-tert-butylpiperazin-1-yl)-6-[6-methoxy-5-(2-methyl-1,3-thiazol-5-yl)pyridin-2-yl]-1,2,4-triazine C(C)(C)(C)C1CN(CCN1)C=1N=NC(=CN1)C1=NC(=C(C=C1)C1=CN=C(S1)C)OC